OC1=C(C(=C(C=C1C)NS(=O)(=O)C1=CC=C(C=C1)C)C)C1=C(C=CC2=CC=C(C=C12)OC)O N-(4-hydroxy-3-(2-hydroxy-7-methoxynaphthalen-1-yl)-2,5-dimethylphenyl)-4-methylbenzenesulfonamide